6-methylquinolin-8-amine CC=1C=C2C=CC=NC2=C(C1)N